C(C)(C)(C)C=1C=C(C=CC1)[C@@H]1C[C@@H](N(CC1)C(=O)C1CC2(C1)NC(OC2)=O)C |r| (rac)-(2s,4R)-2-((2S,4S)-4-(3-(tert-butyl)phenyl)-2-methylpiperidine-1-carbonyl)-7-oxa-5-azaspiro[3.4]octan-6-one